((((6-(((acetoxymethoxy)(methyl)phosphoryl)oxy)-3'-methyl-4-pentyl-[1,1'-biphenyl]-2-yl)oxy)(methyl)phosphoryl)oxy)methyl acetate C(C)(=O)OCOP(=O)(C)OC1=C(C(=CC(=C1)CCCCC)OP(=O)(C)OCOC(C)=O)C1=CC(=CC=C1)C